(R)-6-methyl-3-(trifluoromethyl)-5,6,7,7a,8,9,10,11-octahydropyrazino[1,2-a]pyrido[3,2-f][1,4]diazepine CN1C[C@@H]2N(C3=C(C1)C=C(C=N3)C(F)(F)F)CCNC2